(2,4-difluoro-6-(1H-benzimidazol-5-yl)phenyl)methanol FC1=C(C(=CC(=C1)F)C1=CC2=C(NC=N2)C=C1)CO